ClC1=CC=C(OC2=CC(=C(C=C2)C(CN2N=CN=C2)(C)O)C(F)(F)F)C=C1 2-[4-(4-chlorophenoxy)-2-(trifluoro-methyl)phenyl]-1-(1,2,4-triazol-1-yl)propan-2-ol